methyl 3-amino-3-methylbutanoate hydrochloride Cl.NC(CC(=O)OC)(C)C